(R)-1-((6-(2-chloro-2'-methyl-3'-((2-methylpyrido[3,2-d]pyrimidin-4-yl)amino)-[1,1'-biphenyl]-3-yl)-2-methoxypyridin-3-yl)methyl)pyrrolidin-3-ol ClC1=C(C=CC=C1C1=CC=C(C(=N1)OC)CN1C[C@@H](CC1)O)C1=C(C(=CC=C1)NC=1C2=C(N=C(N1)C)C=CC=N2)C